NCC(CC(CCCCN)C)C 1,8-diamino-2,4-dimethyloctane